NC1=NC=C(C2=C1C=NN2)NC(C(N2[C@H](CC[C@@H](C2)C)[C@H]2OCCCC2)=O)=O |o1:20| N-(4-amino-1H-pyrazolo[4,3-c]pyridin-7-yl)-2-oxo-2-[(2R,5S)-5-methyl-2-[rel-(2S)-tetrahydropyran-2-yl]-1-piperidyl]acetamide